6-Trifluoromethyl-pyridin FC(C1=CC=CC=N1)(F)F